NC1=C(N=CC(=N1)N1CCC2([C@@H](C=3N(N=CC3)C2)N)CC1)SC1=C(C(=NC=C1)N)Cl (S)-1-(6-amino-5-((2-amino-3-chloropyridin-4-yl)thio)pyrazin-2-yl)-4'H,6'H-spiro[piperidine-4,5'-pyrrolo[1,2-b]pyrazol]-4'-amine